(S)-2-(3-((1-hydroxycyclobutyl)(4-methyl-4H-1,2,4-triazol-3-yl)methyl)phenyl)-6-(((1-methylcyclobutyl)amino)methyl)-4-(trifluoromethyl)isoindolin-1-one OC1(CCC1)[C@@H](C=1C=C(C=CC1)N1C(C2=CC(=CC(=C2C1)C(F)(F)F)CNC1(CCC1)C)=O)C1=NN=CN1C